N1,N1,4-tridodecyl-1-piperazinethylamine C(CCCCCCCCCCC)N(CCN1CCN(CC1)CCCCCCCCCCCC)CCCCCCCCCCCC